E-7-bromo-2,4-dichloroimidazo[2,1-f][1,2,4]triazine BrC1=CN=C2C(=NC(=NN21)Cl)Cl